tert-butyl 2-(prop-2-yn-1-yl)-2,6-diazaspiro[3.4]octane-6-carboxylate C(C#C)N1CC2(C1)CN(CC2)C(=O)OC(C)(C)C